C(C)C(C(N)(N)CC)CCC diethylpentanediamine